(S)-1-(4-fluoro-2-methoxyphenyl)ethylamine FC1=CC(=C(C=C1)[C@H](C)N)OC